2-(1-((6-(3,5-dichlorophenyl)-3-fluoro-2-((5-(4-methylpiperazin-1-yl)pyrazin-2-yl)oxy)pyridin-4-yl)methyl)piperidin-4-yl)acetic acid ClC=1C=C(C=C(C1)Cl)C1=CC(=C(C(=N1)OC1=NC=C(N=C1)N1CCN(CC1)C)F)CN1CCC(CC1)CC(=O)O